C(C)(C)(C)C1=NN2C(N(C3=C(C2=O)CN(C3=O)[C@H](COC)C)CC(=O)OCC)=C1 ethyl {2-tert-butyl-6-[(2S)-1-methoxypropan-2-yl]-5,8-dioxo-5,6,7,8-tetrahydro-4H-pyrazolo[1,5-a]pyrrolo[3,4-d]pyrimidin-4-yl}acetate